5-[3-(methoxymethyl)-7-methylsulfonyl-2,3-dihydro-1,4-benzodioxin-5-yl]-1,3-dimethylpyridin-2-one COCC1OC2=C(OC1)C=C(C=C2C=2C=C(C(N(C2)C)=O)C)S(=O)(=O)C